BrC1=C(C(=C(C=C1)Cl)CCl)F 1-bromo-4-chloro-3-(chloromethyl)-2-fluorobenzene